adipic acid hexamethylenediamine Salt NCCCCCCN.C(CCCCC(=O)O)(=O)O